racemic-trans-1-(2-(2-(6-(1H-imidazol-2-yl)pyrimidin-4-yl)-6-chloropyridin-4-yl)-3-methylmorpholino)prop-2-en-1-one N1C(=NC=C1)C1=CC(=NC=N1)C1=NC(=CC(=C1)[C@@H]1OCCN([C@H]1C)C(C=C)=O)Cl |r|